Cl.NC1=CNC2=NC=C(C=C21)C#N 3-amino-1H-pyrrolo[2,3-b]pyridine-5-carbonitrile hydrochloride